4-(1-carbamimidoyl-1,2,3,6-tetrahydropyridin-4-yl)-N-[4-(1-carbamimidoyl-1,2,3,6-tetrahydropyridin-4-yl)phenyl]-3-methoxythiophene-2-carboxamide trifluoroacetate FC(C(=O)O)(F)F.C(N)(=N)N1CCC(=CC1)C=1C(=C(SC1)C(=O)NC1=CC=C(C=C1)C=1CCN(CC1)C(N)=N)OC